C1(CCC1)CNCC=1C=CC=2N(C1)C=C(N2)CN2N=NC(=C2)C=2C=NC=C(C2)[SiH2]C 1-cyclobutyl-N-((2-((4-(5-(methylsilyl)pyridin-3-yl)-1H-1,2,3-triazol-1-yl)methyl)imidazo[1,2-a]pyridin-6-yl)methyl)methylamine